Para-cresol-d3 C=1(C(=C(C(=CC1O)[2H])C)[2H])[2H]